(3aS,6aS)-2,2-diethyl-tetrahydrofuro[3,4-d][1,3]dioxol-4-ol C(C)C1(O[C@H]2[C@@H](O1)COC2O)CC